({[(prop-2-yloxy)carbonyl]oxy}methoxy)phosphinic acid CC(C)OC(=O)OCOP(O)=O